O=C1NC(CCC1N1C(C2=CC=CC(=C2C1=O)N1CCC(CC1)CCC(=O)N1CCN(CC1)C1=CC=C(C(=O)NC2=CC3=C(NC(=N3)CN3[C@H](CCC3)C)C=C2)C=C1)=O)=O 4-(4-(3-(1-(2-(2,6-dioxopiperidin-3-yl)-1,3-dioxoisoindolin-4-yl)piperidin-4-yl)propanoyl)piperazin-1-yl)-N-(2-(((S)-2-methylpyrrolidin-1-yl)methyl)-1H-benzo[d]imidazol-5-yl)benzamide